(S)-tert-butyl 4-(3-(2-(4-(2-(2-cyano-4,4-difluoropyrrolidin-1-yl)-2-oxoethylcarbamoyl)quinolin-6-yl)-5-methoxyphenoxy) propyl)piperazine-1-carboxylate C(#N)[C@H]1N(CC(C1)(F)F)C(CNC(=O)C1=CC=NC2=CC=C(C=C12)C1=C(OCCCN2CCN(CC2)C(=O)OC(C)(C)C)C=C(C=C1)OC)=O